C(C)(C)(C)OC(=O)N(C1=NC=CC(=C1)C=1OC=C(N1)C(=O)NC=1C(=NN(C1)C1CCC(CC1)C(=O)OC)C(C)(C)O)CC1CC1 methyl 4-[4-[[2-[2-[tert-butoxycarbonyl(cyclopropylmethyl)amino]-4-pyridyl]oxazole-4-carbonyl]amino]-3-(1-hydroxy-1-methyl-ethyl)pyrazol-1-yl]cyclohexanecarboxylate